O(C1=CC=CC=C1)CC1=CC=CC(=N1)C(=O)N 6-(phenoxymethyl)pyridine-2-carboxamide